3-diethylamino-6-methyl-2,4-dimethylphenylamino-fluoran C(C)N(C=1C(=C(C(=CC1C)C)NF)C)CC